C1(CC1)C1=C(C(=O)NCCC(C)C)C=CC=C1NC1=C(C=C(C=C1)C(N=C1NCCN1)=O)C1CC1 2-cyclopropyl-3-[(2-cyclopropyl-4-{[(2E)-imidazolidin-2-ylidene]carbamoyl}phenyl)amino]-N-(3-methylbutyl)benzamide